COC1=CC=C2C=CN=C(C2=C1)NC1=CC(=NC=C1)C(=O)O 4-((7-methoxyisoquinolin-1-yl)amino)picolinic acid